1-(2,3-dihydropyrazolo[5,1-b]oxazol-3-yl)-N,N-dimethylmethanamine O1C=2N(C(C1)CN(C)C)N=CC2